1-(2-methylthiazol-4-yl)ethanone tert-butyl-4-[2-[1-(4-nitrophenyl)-4-piperidyl]ethyl]-3-oxo-piperazine-1-carboxylate C(C)(C)(C)OC(=O)N1CC(N(CC1)CCC1CCN(CC1)C1=CC=C(C=C1)[N+](=O)[O-])=O.CC=1SC=C(N1)C(C)=O